FC1=C(C=CC2=C1SC1=C2C=CC=C1F)OCC1CCC(CC1)CCC 4,6-difluoro-3-((4-propylcyclohexyl)methoxy)dibenzo[b,d]thiophene